Cyanomethyl 2-formylbenzoate C(=O)C1=C(C(=O)OCC#N)C=CC=C1